dioxabicyclo[4.1.0]heptane-7-carboxamide C12OOCCC2C1C(=O)N